ClC1=CC=C2C(=N1)N(C=C2)CC2=C(C=C(C=C2)Cl)F 6-chloro-1-[(4-chloro-2-fluorophenyl)methyl]-1H-pyrrolo[2,3-b]pyridine